S1C(=CC2=C1CNCC2)CN (4,5,6,7-tetrahydrothieno[2,3-c]pyridin-2-yl)methylamine